N1(CCNCC1)CCN(CCN(CCCCCCCCCCCCCC)CCCCCCCCCCCCCC)CCCCCCCCCCCCCC N1-(2-(piperazin-1-yl)ethyl)-N1,N2,N2-tris(tetradecyl)ethane-1,2-diamine